NC=1SC2=C(N1)C=CC(=C2)N(C(=O)NC2=CC=C(C=C2)OC(C)C)CCN2CCOCC2 (2-aminobenzo[d]thiazol-6-yl)-1-[2-(4-morpholinyl)ethyl]-3-(4-isopropoxyphenyl)urea